phenyl (4-methyl-3-(morpholinomethyl)-5-(trifluoromethoxy) phenyl)carbamate CC1=C(C=C(C=C1OC(F)(F)F)NC(OC1=CC=CC=C1)=O)CN1CCOCC1